N-[3-chloro-1-(3-pyridyl)pyrazol-4-yl]-N-eth-yl-3-(3,3,3-trifluoropropylsulfinyl)propanamide ClC1=NN(C=C1N(C(CCS(=O)CCC(F)(F)F)=O)CC)C=1C=NC=CC1